(R)-4-(2-chloro-N-methyl-3-phenylpropionamido)benzoic acid methyl ester COC(C1=CC=C(C=C1)N(C([C@@H](CC1=CC=CC=C1)Cl)=O)C)=O